(R)-3-(6-(2-Benzyl-4-(isopropylsulfonyl)piperazin-1-yl)-1-methyl-1H-pyrazolo[3,4-d]pyrimidin-3-yl)-2,6-difluoro-5-(trifluoromethyl)phenol C(C1=CC=CC=C1)[C@H]1N(CCN(C1)S(=O)(=O)C(C)C)C1=NC=C2C(=N1)N(N=C2C=2C(=C(C(=C(C2)C(F)(F)F)F)O)F)C